(S)-N-(1-(3-bromophenyl)-2-hydroxyethyl)-4-(5-chloro-2-((1-methyl-1H-pyrazol-5-yl)amino)pyrimidin-4-yl)oxazole-2-carboxamide BrC=1C=C(C=CC1)[C@@H](CO)NC(=O)C=1OC=C(N1)C1=NC(=NC=C1Cl)NC1=CC=NN1C